sodium 4-chlorosalicylamide butyrate C(CCC)(=O)[O-].ClC=1C=C(C(C(=O)N)=CC1)O.[Na+]